pyrrolizine-7a(5H)-carboxylate C1C=CN2CC=CC12C(=O)[O-]